COC=1C(=CC(=C(C1)N1CCN(CC1)C1CCN(CC1)CC1CCN(CC1)C(=O)OC(C)(C)C)C=1C=NN(C1)C)[N+](=O)[O-] tert-butyl 4-((4-(4-(5-methoxy-2-(1-methyl-1H-pyrazol-4-yl)-4-nitrophenyl)piperazin-1-yl)piperidin-1-yl)methyl)piperidine-1-carboxylate